C(C1=CC=CC=C1)C(C(=O)O)(C(=O)O)OC[C@H]1O[C@H]([C@@H]([C@@]1(O)C#C)O)N1C2=NC(=NC(=C2N=C1)N1CC(C1)(C)O)Cl 2-benzyl-2-(((2R,3S,4R,5R)-5-(2-chloro-6-(3-hydroxy-3-methylazetidin-1-yl)-9H-purin-9-yl)-3-ethynyl-3,4-dihydroxytetrahydrofuran-2-yl)methoxy)malonic acid